(S)-N-(1-(5-(4-fluorophenyl)-1,2,4-oxadiazol-3-yl)-3-methylbutyl)-3-hydroxy-4-methoxypicolinamide FC1=CC=C(C=C1)C1=NC(=NO1)[C@H](CC(C)C)NC(C1=NC=CC(=C1O)OC)=O